C(C1=CC=CC=C1)OC1=C(C(=CC=C1)C)C1=NC(=NC(=C1)Cl)N(C(OC(C)(C)C)=O)C(=O)OC(C)(C)C tert-Butyl N-[4-(2-benzyloxy-6-methyl-phenyl)-6-chloro-pyrimidin-2-yl]-N-tert-butoxycarbonyl-carbamate